(2R)-N-((R)-(3-chloro-2,4-difluorophenyl)(4,4-difluorocyclohexyl)methyl)-2-methyl-3-oxopiperazine-1-carboxamide ClC=1C(=C(C=CC1F)[C@H](NC(=O)N1[C@@H](C(NCC1)=O)C)C1CCC(CC1)(F)F)F